N-[2-[4-(hydroxymethyl)cyclohexyl]-6-(1-hydroxy-1-methyl-ethyl)-3-methyl-benzimidazol-5-yl]-6-(trifluoromethyl)pyridine-2-carboxamide OCC1CCC(CC1)C=1N(C2=C(N1)C=C(C(=C2)NC(=O)C2=NC(=CC=C2)C(F)(F)F)C(C)(C)O)C